(E)-imino(pyridin-2-yl)(styryl)-λ6-sulfanone N=S(=O)(\C=C\C1=CC=CC=C1)C1=NC=CC=C1